N,2,2-trimethyl-N-((1-methyl-1H-pyrazol-3-yl)methyl)butanamide CN(C(C(CC)(C)C)=O)CC1=NN(C=C1)C